di-sec-butyl-phenol C(C)(CC)C=1C(=C(C=CC1)O)C(C)CC